2-(1-benzothiophene-5-ylamino)-3,4-difluoro-5-formylbenzoic acid S1C=CC2=C1C=CC(=C2)NC2=C(C(=O)O)C=C(C(=C2F)F)C=O